FC(C1=C(CO)C=CC(=C1)C(F)(F)F)(F)F 2,4-bistrifluoromethylbenzyl alcohol